CC1=CC(=CC(=C1C(=O)CC2=CC(=CC(=O)O2)O)O)O The molecule is a member of the class of 2-pyranones that is 2H-pyran-2-one in which the hydrogens at positions 4 and 6 are substituted by hydroxy and (2,4-dihydroxy-6-methylphenyl)-2-oxoethyl groups respectively. It has a role as a metabolite. It is a polyketide, a member of resorcinols and a member of 2-pyranones. It derives from a 2H-pyran-2-one.